7-[(3aS,4R,6R,6aR)-6-[3-(difluoromethoxy)phenyl]-2,2-dimethyl-tetrahydro-3aH-cyclopenta[d][1,3]dioxol-4-yl]-2-chloro-N-[(4-methoxyphenyl)methyl]pyrrolo[2,3-d]pyrimidin-4-amine FC(OC=1C=C(C=CC1)[C@H]1C[C@H]([C@H]2[C@@H]1OC(O2)(C)C)N2C=CC1=C2N=C(N=C1NCC1=CC=C(C=C1)OC)Cl)F